5-carboxy-4-hexyl-2-cyclohexene-1-octanoic acid C(=O)(O)C1C(C=CC(C1)CCCCCCCC(=O)O)CCCCCC